2-((4-chloro-1H-pyrrolo[2,3-b]pyridin-5-yl)ethynyl)nicotinonitrile ClC1=C2C(=NC=C1C#CC1=C(C#N)C=CC=N1)NC=C2